2-chloro-N-((6-cyclopropylimidazo[1,2-a]pyridin-2-yl)methyl)-5-nitropyridin-4-amine ClC1=NC=C(C(=C1)NCC=1N=C2N(C=C(C=C2)C2CC2)C1)[N+](=O)[O-]